CN(C=1C=C(C=CC1)CC#N)C 3-dimethylamino-2-phenylacetonitrile